C(C)C(COC(C=C)=O)CCCC 2-propenoic acid 2-ethylhexyl ester